1-((benzyloxy)carbonyl)-3-ethynylpiperidine-3-carboxylic acid C(C1=CC=CC=C1)OC(=O)N1CC(CCC1)(C(=O)O)C#C